CN1C=2N(C=3N=C(N=CC13)NC=1C(=CC=3N(C1)N=CN3)C)C3(CCOCCC3)CN2 5-methyl-N-(7-methyl-[1,2,4]triazolo[1,5-a]pyridin-6-yl)-5,7-dihydrospiro[imidazo[1,2-e]purin-8,4'-oxepan]-2-amine